N-(3-chloro-2-fluorophenylmethyl)-2-(((trans)-3-hydroxy-3-(cis)-methylcyclobutyl)amino)acetamide 2,4-dimethylbenzylthiocarbamate CC1=C(CNC(O)=S)C=CC(=C1)C.ClC=1C(=C(C=CC1)CNC(CNC1CC(C1)(C)O)=O)F